ClC1=NC(=CC(=C1)C=1C(=NN2C1N=C(C=C2)NCCO)C=2C=C(C#N)C=CC2)C 3-[3-(2-Chloro-6-methyl-4-pyridyl)-5-(2-hydroxyethylamino)pyrazolo[1,5-a]pyrimidin-2-yl]benzonitrile